C(=C)(CCC)O sec-pentenol